C1(=CC(=CC(=C1)C(=O)Cl)C(=O)Cl)C(=O)Cl 1,3,5-Benzentricarboxylic acid chloride